NC1=NC=C(C=N1)C1=C(C=2N=CN=C(C2N1C1=CC(=C(C=C1)OC1=NC=CC(=N1)C)F)NCC1=CC=C(C=C1)OC)C 6-(2-aminopyrimidin-5-yl)-5-(3-fluoro-4-((4-methylpyrimidin-2-yl)oxy)phenyl)-N-(4-methoxybenzyl)-7-methyl-5H-pyrrolo[3,2-d]pyrimidin-4-amine